(4-Fluorophenyl)methyl-d2 ((S)-1-(((S)-1-hydroxy-3-((S)-2-oxopyrrolidin-3-yl)propan-2-yl)amino)-4-methyl-1-oxopentan-2-yl)carbamate OC[C@H](C[C@H]1C(NCC1)=O)NC([C@H](CC(C)C)NC(OC([2H])([2H])C1=CC=C(C=C1)F)=O)=O